CNCCNCCNC di(2-methylaminoethyl)amine